ClC1=CC=C(C=C1)[C@@H](C1CCN(CC1)C(=O)OC(C)(C)C)NS(=O)(=O)C1=CC=C(C=C1)OC(F)(F)F tert-butyl (R)-4-((4-chlorophenyl)((4-(trifluoromethoxy)phenyl)sulfonamido)methyl)piperidine-1-carboxylate